COCC1CCN(CC1)CC=1C=C2C(=NC1)N(C=C2)C2=CC(=NC=C2)C(F)(F)F 5-((4-(Methoxymethyl)piperidin-1-yl)methyl)-1-(2-(trifluoromethyl)pyridin-4-yl)-1H-pyrrolo[2,3-b]pyridine